5-methoxy-N,N-dimethyl-2,3-dihydro-1H-inden-2-amine COC=1C=C2CC(CC2=CC1)N(C)C